C(CCCCCCC\C=C/CCCC)(=O)CC(CN(C)C)C(CCCCCCC\C=C/CCCC)=O 1,2-dimyristoleoyl-3-dimethylaminopropane